O[C@@H](C(C)=O)[C@@H]([C@@H]([C@@H](CO)O)O)O (3R,4R,5R,6R)-3,4,5,6,7-pentahydroxyheptanone